6-Amino-3-(4'-chloro-3-(2-oxoimidazolidin-1-yl)-1',2'-dihydrospiro[cyclopentane-1,3'-pyrrolo[2,3-b]pyridin]-5'-yl)-2-fluoro-N,N-dimethylbenzamide NC1=CC=C(C(=C1C(=O)N(C)C)F)C=1C(=C2C(=NC1)NCC21CC(CC1)N1C(NCC1)=O)Cl